2-(2-methylphenyl)hydrazine hydrochloride Cl.CC1=C(C=CC=C1)NN